C(C)OC(=S)C=1NC=C(C1)C=O 4-FORMYL-1H-PYRROLE-2-CARBOTHIOIC ACID O-ETHYL ESTER